C1(=CC=CC=C1)C(C)NCC(=O)O N-(R)-(1-phenylethyl)glycine